C(C1=CC=CC=C1)OC1=CC(=NC=2C=CN=C(C12)C#N)C=1C(=NC(=C(C1)Cl)[C@]1(CC(CC1)(F)F)C)C |r| rac-4-benzyloxy-2-[5-chloro-6-(3,3-difluoro-1-methyl-cyclopentyl)-2-methyl-3-pyridyl]-1,6-naphthyridine-5-carbonitrile